C(=O)(O)CN([C@@H](CCCCNC(=O)OC(C)(C)C)C(=O)O)CC(=O)O N2,N2-bis(carboxymethyl)-N6-[(1,1-dimethylethoxy)carbonyl]-L-lysine